[Si].[Ca].[Cr].[Cu] copper-chromium-calcium-silicon